CO[C@@H]1C[C@H](N(C1=O)C(=O)OC(C)(C)C)C(=O)OC 1-(Tert-butyl) 2-methyl (2S,4R)-4-methoxy-5-oxopyrrolidine-1,2-dicarboxylate